2,5-dimethyl-imidazole-4-formaldehyde CC=1NC(=C(N1)C=O)C